N,N-dimethyl-N-dodecyl-ammonium chloride [Cl-].C[NH+](CCCCCCCCCCCC)C